bis(4-(di-n-octylamino)phenyl)methane C(CCCCCCC)N(C1=CC=C(C=C1)CC1=CC=C(C=C1)N(CCCCCCCC)CCCCCCCC)CCCCCCCC